4-bromo-1,1'-biphenyl-2,2',3,4',5',6-d6 BrC1=C(C(=C(C(=C1)[2H])C=1C(=CC(=C(C1)[2H])[2H])[2H])[2H])[2H]